[Si](C)(C)(C(C)(C)C)OC1CN=CC=2C=CC(=NC12)P(=O)(OCC)OCC 8-((tert-butyldimethylsilyl)oxy)-2-(diethoxyphosphoryl)-7,8-dihydro-1,6-naphthyridine